5-[4-(hydroxymethyl)phenyl]pyrrolidin-2-one methyl-2-(4-(6-((4-cyano-2-oxopyridin-1(2H)-yl)methoxy)pyridin-2-yl)-2-fluorobenzyl)-1-(2-methoxyethyl)-1H-benzo[d]imidazole-6-carboxylate COC(=O)C=1C=CC2=C(N(C(=N2)CC2=C(C=C(C=C2)C2=NC(=CC=C2)OCN2C(C=C(C=C2)C#N)=O)F)CCOC)C1.OCC1=CC=C(C=C1)C1CCC(N1)=O